FC=1C=C(C=C(C1C=1N=NN(C1)CCOC1COCC1)F)NC(CC1=C(C(=CC=C1)C(F)(F)F)F)=O N-(3,5-difluoro-4-(1-(2-((tetrahydrofuran-3-yl)oxy)ethyl)-1H-1,2,3-triazol-4-yl)phenyl)-2-(2-fluoro-3-(trifluoromethyl)phenyl)acetamide